FC1(CCN(CC1)C(=O)C=1C=C2C(=NC1)N(C=C2)C2=CC(=CC=C2)C(=O)N2CS(CC2)(=O)=O)F (4,4-difluoropiperidin-1-yl)(1-(3-(1,1-dioxidothiazolidine-3-carbonyl)phenyl)-1H-pyrrolo[2,3-b]pyridin-5-yl)methanone